L-4-mercaptophenol SC1=CC=C(C=C1)O